(S)-(4-aminoimidazo[1,5-a]quinoxalin-8-yl)(3-(4-(trifluoromethyl)phenyl)morpholino)methanone NC=1C=2N(C3=CC(=CC=C3N1)C(=O)N1[C@H](COCC1)C1=CC=C(C=C1)C(F)(F)F)C=NC2